tetrafluoroborate-acetonitrile C(C)#N.F[B-](F)(F)F